C(C)(C)C1(C=C(C(CC1)=O)C(NC1=CC(=CC=C1)C(NC1=CC(=C(C=C1)NC1=NC=CC(=N1)C=1C=NC=CC1)C)=O)=O)C(=O)OC Methyl 1-isopropyl-3-((3-((3-methyl-4-((4-(pyridin-3-yl)pyrimidin-2-yl)amino)phenyl)carbamoyl)phenyl)carbamoyl)-4-oxocyclohex-2-ene-1-carboxylate